{3-[2-(dimethylamino)ethyl]-4-indolyloxy}methyl-hexanedioic acid tert-butyl ester C(C)(C)(C)OC(C(CCCC(=O)O)COC1=C2C(=CNC2=CC=C1)CCN(C)C)=O